C(C1=CC=CC=C1)N(C(C)C)CC1=CC(=NC=C1)C=1C=C2CN(C(C2=CC1)=O)C1C(NC(CC1)=O)=O 3-(5-(4-((benzyl(isopropyl)amino)methyl)pyridin-2-yl)-1-oxoisoindolin-2-yl)piperidine-2,6-dione